N-(3-chloro-4-fluorophenyl)-1-methyl-4-(5-(pyrimidin-2-yloxy)octahydro-pentalen-2-yl)-1H-imidazole-5-carboxamide ClC=1C=C(C=CC1F)NC(=O)C1=C(N=CN1C)C1CC2CC(CC2C1)OC1=NC=CC=N1